phosphorus oxide, calcium salt [Ca].[P]=O